tert-Butyl 4-(3-(3-(tert-butyl)-1,2,4-oxadiazol-5-yl)bicyclo[1.1.1]pentane-1-carbonyl)piperazine-1-carboxylate C(C)(C)(C)C1=NOC(=N1)C12CC(C1)(C2)C(=O)N2CCN(CC2)C(=O)OC(C)(C)C